(3S,6S,7R,8R)-3-[[[3-(acetyloxy)-4-methoxy-2-pyridinyl]-carbonyl]amino]-6-methyl-4,9-dioxo-8-(phenylmethyl)-1,5-dioxonan-7-yl 2-methylpropanoate CC(C(=O)O[C@H]1[C@@H](OC([C@H](COC([C@@H]1CC1=CC=CC=C1)=O)NC(=O)C1=NC=CC(=C1OC(C)=O)OC)=O)C)C